C1=NC=CC=2NC=3C=C(C=CC3C21)CCC(=O)NCCCCCCNC(C2=CC=C(C=C2)CN(C(CCl)=O)C2=CC1=C(OCCO1)C=C2)=O N-(6-(3-(5H-pyrido[4,3-b]indol-7-yl)propanamido)hexyl)-4-((2-chloro-N-(2,3-dihydrobenzo[b][1,4]dioxin-6-yl)acetamido)methyl)benzamide